(1-methyl-pyrrolidin-3-yl)-acetic acid hydrochloride Cl.CN1CC(CC1)CC(=O)O